2-(3',5'-bistrifluoromethylphenyl)pyridine FC(C=1C=C(C=C(C1)C(F)(F)F)C1=NC=CC=C1)(F)F